5-((2s,5r)-4-((7-ethyl-6-oxo-5H-1,5-naphthyridin-3-yl)methyl)-2,5-dimethylpiperazin-1-yl)-N-(methyl-d3)pyridine-2-carboxamide C(C)C=1C(NC=2C=C(C=NC2C1)CN1C[C@@H](N(C[C@H]1C)C=1C=CC(=NC1)C(=O)NC([2H])([2H])[2H])C)=O